Cl.C1(CCCCC1)N(C)CC1=CC=C(C(=N)N)C=C1 4-((cyclohexyl-(methyl)amino)methyl)benzamidine hydrochloride